C(#N)C1=NC(=NC=C1)C(=O)O 4-Cyanopyrimidine-2-carboxylic acid